8-Methoxyquinazoline-2,4(1H,3H)-dione COC=1C=CC=C2C(NC(NC12)=O)=O